2-[(RS)-[(4-methoxy-3-methylpyridin-2-yl)methyl]sulfinyl]-5-(1H-pyrrol-1-yl)-1H-benzimidazole COC1=C(C(=NC=C1)C[S@@](=O)C1=NC2=C(N1)C=CC(=C2)N2C=CC=C2)C |r|